Perhydroindan C1CCC2CCCCC12